3-{[(3ξ)-2,3-dihydro-1-benzofuran-3-ylcarbonyl]amino}-1H-pyrazol O1CC(C2=C1C=CC=C2)C(=O)NC2=NNC=C2